OC12CCC(CC1)(CC2)NC2=NC=C(C(=N2)NC(C)C)C(=O)N 2-(4-Hydroxybicyclo[2.2.2]octan-1-ylamino)-4-(isopropylamino)-pyrimidine-5-carboxamide